ClC=1C2=C(N(C(CC1COCC)=O)CC1=CC(=C(C=C1)C)F)C=CC=C2 5-chloro-4-(ethoxymethyl)-1-(3-fluoro-4-methylbenzyl)-1,3-dihydro-2H-benzo[b]azepin-2-one